(2-boronocyclopropyl)-2-hydroxy-6-[(1-{2-[(2-hydroxyethoxy)amino]-2-oxoethyl}azetidin-3-yl)oxy]benzoic acid B(O)(O)C1C(C1)C=1C(=C(C(=O)O)C(=CC1)OC1CN(C1)CC(=O)NOCCO)O